C1(CC1)C=1SC2=C(N(C(N=C2N(C)C)=O)C=2C=C(C(=O)NC3=CC=C(C=C3)F)C=CC2)N1 3-[2-cyclopropyl-7-(dimethylamino)-5-oxo-[1,3]thiazolo[4,5-d]pyrimidin-4-yl]-N-(4-fluorophenyl)benzamide